8-{[3-(2,3-dihydro-1,4-benzodioxin-6-yl)-2-methylphenyl]Amino}-1,7-naphthyridine-4-carboxaldehyde O1CCOC2=C1C=CC(=C2)C=2C(=C(C=CC2)NC=2N=CC=C1C(=CC=NC21)C=O)C